3-[4-(1,1-Difluoroethyl)-2-hydroxyphenyl]-6-[[(3R)-1-ethyl-3-piperidyl]amino]-4-methyl-1,2,4-triazin-5-on FC(C)(F)C1=CC(=C(C=C1)C1=NN=C(C(N1C)=O)N[C@H]1CN(CCC1)CC)O